[Ca+2].C(CC(=C)C)SC=1N=C(C=2N=CN([C@H]3[C@H](O)[C@H](O)[C@@H](C(O)C(=O)[O-])O3)C2N1)O.C(CC(=C)C)SC=1N=C(C=2N=CN([C@H]3[C@H](O)[C@H](O)[C@@H](C(O)C(=O)[O-])O3)C2N1)O 2-isopentenylthio-5'-inosinate calcium